(1S,9aR)-1-aminooctahydro-2H-quinolizine-1-carboxylic acid N[C@]1(CCCN2CCCC[C@H]12)C(=O)O